(S)-Ethyl 6-(tert-butyl)-2-chloro-3-(cyclopropylmethoxy)-10-oxo-6,10-dihydro-5H-pyrido[1,2-h][1,7]naphthyridine-9-carboxylate C(C)(C)(C)[C@@H]1CC=2C=C(C(=NC2C=2N1C=C(C(C2)=O)C(=O)OCC)Cl)OCC2CC2